O1CCN(CC1)S(=O)(=O)C=1C=NC2=CC=C(C=C2C1NC1=C(C(=O)O)C=CC=C1)C=1C=C2C(=NC1)NN=C2 2-[[3-morpholinosulfonyl-6-(1H-pyrazolo[3,4-b]pyridin-5-yl)-4-quinolinyl]amino]benzoic acid